C(OC(CCCCC)Cl)(OC(C)C)=O 1-Chlorohexyl isopropyl carbonate